(2S)-N-cyclohexyl-2-[3-(2-cyclopropyl-4-pyridyl)-1,2,4-oxadiazol-5-yl]propenamide C1(CCCCC1)NC(C(=C)C1=NC(=NO1)C1=CC(=NC=C1)C1CC1)=O